1β,3α,7α,12α-tetrahydroxy-5β-cholan-24-oic acid O[C@@H]1C[C@H](C[C@H]2C[C@H]([C@H]3[C@@H]4CC[C@H]([C@@H](CCC(=O)O)C)[C@]4([C@H](C[C@@H]3[C@@]12C)O)C)O)O